6-(4-((3aR,6aS)-5-isobutylhexahydropyrrolo[3,4-c]pyrrol-2(1H)-yl)phenyl)-1,4-dimethyl-2-(4-(methylsulfonyl)phenyl)-1H-imidazo[4,5-c]pyridine C(C(C)C)N1C[C@@H]2[C@H](C1)CN(C2)C2=CC=C(C=C2)C2=CC1=C(C(=N2)C)N=C(N1C)C1=CC=C(C=C1)S(=O)(=O)C